(S)-N-((S)-1-cyclohexyl-2-(4-(5,6-difluoro-4-(2-(2-(2-(2-hydroxyethoxy)ethoxy)-ethoxy)ethoxy)-1-methyl-1H-indole-2-carbonyl)piperazin-1-yl)-2-oxoethyl)-2-(methylamino)propanamide C1(CCCCC1)[C@@H](C(=O)N1CCN(CC1)C(=O)C=1N(C2=CC(=C(C(=C2C1)OCCOCCOCCOCCO)F)F)C)NC([C@H](C)NC)=O